N-[1-(1-{2-[4-(2,3-Dimethylphenyl)piperazin-1-yl]-2-oxoethyl}-1,4,5,6-tetrahydrocyclopenta[c]pyrazol-3-carbonyl)piperidin-3-yl]acetamid CC1=C(C=CC=C1C)N1CCN(CC1)C(CN1N=C(C2=C1CCC2)C(=O)N2CC(CCC2)NC(C)=O)=O